C(C)C=1C=C2CC(CC2=CC1CC)NC[C@@H](O)C1=C2C=CC(NC2=C(C=C1)OCC=1C=NC=CC1)=O (S)-5-(2-((5,6-diethyl-2,3-dihydro-1H-inden-2-yl)amino)-1-hydroxyethyl)-8-(pyridin-3-ylmethoxy)quinolin-2(1H)-one